5-hydroxypyrazine-2-carboxamide OC=1N=CC(=NC1)C(=O)N